C(C)(C)NC1=NC(=NC=C1C(=O)O)SC 4-(isopropylamino)-2-(methylthio)pyrimidine-5-carboxylic acid